1,3-dibenzyl-3-methylazetidine C(C1=CC=CC=C1)N1CC(C1)(C)CC1=CC=CC=C1